C(CCCCC)C1=CC=2N=CN=C(C2N=C1)NC1CCCC2=CC=CC=C12 7-Hexyl-N-(1,2,3,4-tetrahydronaphthalen-1-yl)pyrido[3,2-d]pyrimidin-4-amine